4-chloro-2-(6-(4-methylpiperazin-1-yl)pyridin-3-yl)-1H-pyrrolo[2,3-b]pyridine ClC1=C2C(=NC=C1)NC(=C2)C=2C=NC(=CC2)N2CCN(CC2)C